CC1CN(CC2=C1C1=C(N=CN=C1NC1=CC(=C(C=C1)OC=1C=NC(=CC1)C)C)S2)C(=O)OC(C)(C)C tert-Butyl 5-methyl-4-((3-methyl-4-((6-methylpyridin-3-yl)oxy)phenyl)amino)-5,6-dihydropyrido[4',3':4,5]thieno[2,3-d]pyrimidine-7(8H)-carboxylate